C1(CC1)CC1(CCC2(OCCO2)CC1)CCC=1C(=NOC1)C 4-(2-(8-(Cyclopropylmethyl)-1,4-dioxaspiro[4.5]decan-8-yl)ethyl)-3-methylisoxazole